(2S)-2-[[(E)-3-(2,5-dimethoxyphenyl)prop-2-enoyl]amino]-N-[4-(hydroxycarbamoyl)phenyl]-4-phenyl-butanamide COC1=C(C=C(C=C1)OC)/C=C/C(=O)N[C@H](C(=O)NC1=CC=C(C=C1)C(NO)=O)CCC1=CC=CC=C1